[Si](C)(C)(C(C)(C)C)OC1=C(C(=CC=C1)F)N1N=C2C(=CC1=O)NN=C2Cl 5-(2-((tert-butyldimethylsilyl)oxy)-6-fluorophenyl)-3-chloro-1H-pyrazolo[4,3-c]pyridazin-6(5H)-one